C(C)(C)(C)OC(=O)N\C(\NCCNC1=CC(=CC=2C3=CC(=CC=C3NC12)NC1=CC(=C(C=C1)Cl)Cl)Cl)=N/C(OC(C)(C)C)=O (Z)-tert-Butyl (tert-butoxycarbonylamino)(2-(3-chloro-6-(3,4-dichlorophenylamino)-9H-carbazol-1-ylamino)ethylamino)methylenecarbamate